C(C)(C)(C)OC(=O)N1CCN(CC1)C=1C(=C(C(=O)O)C(=CC1)F)F (4-(tert-butoxycarbonyl)piperazin-1-yl)-2,6-difluorobenzoic acid